ClC1=CC=C(C=C1)NC(=O)C1=C(SC2=C1CCCC2)NC(CN2C(=NC=C2)C)=O N-(4-chlorophenyl)-2-[[2-(2-methylimidazol-1-yl)acetyl]amino]-4,5,6,7-tetrahydrobenzothiophene-3-carboxamide